COCCCCNCCNCCNCCNCC(=O)O.O=C1CCCC2C3=CC=CC=C3N=C12 1-Oxotetrahydrocarbazole 2-oxa-7,10,13,16-tetraazaoctadecan-18-oate